N,N,N-trimethyl-N-(2-hydroxyethyl)ammonium hydroxide [OH-].C[N+](CCO)(C)C